CS(=O)(=O)C1=NN=C(O1)C1=C(NC2=CC=C(C=C2)C(F)(F)F)C=CC=C1 2-(5-(methylsulfonyl)-1,3,4-oxadiazol-2-yl)-N-(4-(trifluoromethyl)phenyl)aniline